5-amino-2-(2-amino-5-fluoro-3-pyridinyl)-6-(3-methoxy-2,6-dimethyl-phenyl)pyrimidine-4-carboxylic acid ethyl ester C(C)OC(=O)C1=NC(=NC(=C1N)C1=C(C(=CC=C1C)OC)C)C=1C(=NC=C(C1)F)N